C(CCCCCCCCCCCCCCC)C1=CSC=C1 3-Hexadecyl-Thiophene